COC1=C(C=C(C=C1)/C(=C/C(=O)N2CCOCC2)/C3=CC=C(C=C3)F)OC The molecule is a mixture comprising approximately equal amounts of (E)- and (Z)-fluomorph. It is used as an agrochemical fungicide for the control oomcyetes such as downey mildew on vegetables and grapes. It has a role as an antifungal agrochemical. It is a mixture and a morpholine fungicide. It contains a (Z)-flumorph and an (E)-flumorph.